ClC1=CC(=C(C(=O)NC2=NC(=NC(=C2)C)N2CC(C(CC2)(F)F)C=C)C=C1)C=1SC(=CC1)C=C 4-chloro-N-(2-(4,4-difluoro-3-vinylpiperidin-1-yl)-6-methylpyrimidin-4-yl)-2-(5-vinylthiophene-2-yl)benzamide